methyl 4-bromo-2-(2-((tert-butyldimethylsilyl)oxy)ethyl)-1H-benzo[d]imidazole-7-carboxylate BrC1=CC=C(C=2NC(=NC21)CCO[Si](C)(C)C(C)(C)C)C(=O)OC